CONC(CC1=C(C=C(C=C1Cl)Cl)Cl)C N-methoxy-1-(2,4,6-trichlorophenyl)propan-2-amine